[Si](C1=CC=CC=C1)(C1=CC=CC=C1)(C(C)(C)C)OC[C@@H]1CN(CCN1S(=O)(=O)C=1C=NN(C1)CC1CC1)C=1C=C2C=NN(C2=CC1)C1=CC=C(C=C1)F (S)-5-(3-(((tert-butyldiphenylsilyl)oxy)methyl)-4-((1-(cyclopropylmethyl)-1H-pyrazol-4-yl)sulfonyl)piperazin-1-yl)-1-(4-fluorophenyl)-1H-indazole